benzyl (3-(5-(trifluoromethyl)-1H-imidazol-1-yl)propyl)carbamate FC(C1=CN=CN1CCCNC(OCC1=CC=CC=C1)=O)(F)F